(benzofuran-2-carbonyl)-1-(5-((2-chlorobenzyl)thio)-1,3,4-thiadiazol-2-yl)-3-hydroxy-5-(4-chlorophenyl)-1,5-dihydro-2H-pyrrol-2-one O1C(=CC2=C1C=CC=C2)C(=O)C2=C(C(N(C2C2=CC=C(C=C2)Cl)C=2SC(=NN2)SCC2=C(C=CC=C2)Cl)=O)O